NCCOCCOCCC(=O)OC(C)(C)C tert-butyl 9-amino-4,7-dioxanonanoate